C(C)(C)N(CCO)CCO N-isopropyl-diethanolamine